ClC1=NN(C=C1N)C1CCN(CC1)S(=O)(=O)CC 3-chloro-1-(1-(ethylsulfonyl)piperidin-4-yl)-1H-pyrazol-4-amine